4-(2-(4-methoxyphenyl)acetamido)-4-methylpiperidine-1-carboxylic acid tert-butyl ester C(C)(C)(C)OC(=O)N1CCC(CC1)(C)NC(CC1=CC=C(C=C1)OC)=O